COC1=CC=C2C(=CN=NC2=C1)O 7-methoxycinnolin-4-ol